ClC=1C=C(C=CC1OCC1=NC=CC=C1)NC1=NC=NC2=CC=C(C=C12)C1CNCCC1 N-[3-chloro-4-(2-pyridylmethoxy)phenyl]-6-(3-piperidyl)quinazolin-4-amine